2-ethyl-5-methoxy-1-methyl-1H-pyrrolo[2,3-c]pyridine C(C)C1=CC=2C(=CN=C(C2)OC)N1C